potassium (2,4-dichlorophenoxy)acetate ClC1=C(OCC(=O)[O-])C=CC(=C1)Cl.[K+]